Z-Acetate C(C)(=O)[O-]